1-(3,4-dimethylphenyl)-4-(4-(3-phenyl-1,2,4-oxadiazol-5-yl)piperidine-1-carbonyl)pyrrolidin-2-one CC=1C=C(C=CC1C)N1C(CC(C1)C(=O)N1CCC(CC1)C1=NC(=NO1)C1=CC=CC=C1)=O